ClC=1C(N(C(=CC1OCC1=C(CNC(N(C)C(C)(C)C)=O)C=C(C=C1)F)C)C1=C(C=CC=C1F)F)=O 3-(2-((3-chloro-1-(2,6-difluorophenyl)-1,2-dihydro-6-methyl-2-oxopyridin-4-yloxy)methyl)-5-fluorobenzyl)-1-tert-butyl-1-methylurea